CN1CC(C1)(C)[C@](C=1C=C(C=NC1)C1=NOC(=N1)C(C)(C)O)(O)C1=CC=C(C=C1)CC 2-(3-{5-[(R)-(1,3-dimethyl-azetidin-3-yl)-(4-ethyl-phenyl)-hydroxy-methyl]-pyridin-3-yl}-[1,2,4]Oxadiazol-5-yl)-propan-2-ol